2-[4-[(dimethyl-amino)methyl]-2-fluoro-5-methoxy-phenyl]-4-[[5-(4-hydroxy-1-piperidyl)-2-pyridyl]amino]-6H-1,6-naphthyridin-5-one CN(C)CC1=CC(=C(C=C1OC)C1=NC=2C=CNC(C2C(=C1)NC1=NC=C(C=C1)N1CCC(CC1)O)=O)F